N-ε-maleimidocaproyl-oxysulfosuccinimide C1(C=CC(N1CCCCCC(=O)ON1C(C(CC1=O)S(=O)(=O)O)=O)=O)=O